C1(CC1)N1CCN(CC1)C1CCN(CC1)C1=C(C=C(C(=C1)OC)NC1=NC=NC(=C1)N1OCC[C@@H]1C1=CC(=CC=C1)OC1=CC=CC=C1)NC(C=C)=O (R)-N-(2-(4-(4-cyclopropylpiperazin-1-yl)piperidin-1-yl)-4-meth-oxy-5-((6-(3-(3-phenoxyphenyl)-isoxazolidin-2-yl)-pyrimidin-4-yl)-amino)phenyl)-acrylamide